1-(5-chloro-1H-indol-3-yl)-3-(4-(((trifluoromethyl)thio)methyl)phenyl)urea ClC=1C=C2C(=CNC2=CC1)NC(=O)NC1=CC=C(C=C1)CSC(F)(F)F